BrC=1C(=NC(=NC1)Cl)NC=1C=CC=2N(C1P(C)(C)=O)N=CN2 (6-((5-bromo-2-chloropyrimidin-4-yl)amino)-[1,2,4]triazolo[1,5-a]pyridin-5-yl)dimethylphosphine oxide